S(SCC(=O)O)CC(=O)O 2,2'-disulfanediyldiacetic acid